tert-butyl (1R)-1-ethynyl-6-azaspiro[2.5]octane-6-carboxylate C(#C)[C@@H]1CC12CCN(CC2)C(=O)OC(C)(C)C